(R)-N-(5-isopropyl-1H-pyrazol-3-yl)-1-(piperidin-3-ylmethyl)-1H-pyrazolo[3,4-b]pyrazin-6-amine C(C)(C)C1=CC(=NN1)NC1=CN=C2C(=N1)N(N=C2)C[C@H]2CNCCC2